(S)-N-(3-(1-((1-methyl-1H-pyrazolo[3,4-b]pyrazin-6-yl)amino)ethyl)phenyl)-4-(methylsulfonyl)benzamide CN1N=CC=2C1=NC(=CN2)N[C@@H](C)C=2C=C(C=CC2)NC(C2=CC=C(C=C2)S(=O)(=O)C)=O